2,2'-dimethoxybenzidine COC1=C(C=CC(=C1)N)C1=C(C=C(N)C=C1)OC